N-((1R)-3-Cyano-3-azabicyclo[3.2.0]heptan-1-yl)-4-(3-(phenylthio)pyridin-4-yl)benzamid C(#N)N1C[C@]2(CCC2C1)NC(C1=CC=C(C=C1)C1=C(C=NC=C1)SC1=CC=CC=C1)=O